2-chloro-2-fluoro-1-(4-((4-((5-(furan-2-yl)-2-methoxyphenyl)amino)-7-methoxy-quinazolin-6-yl)oxy)piperidin-1-yl)ethan-1-one ClC(C(=O)N1CCC(CC1)OC=1C=C2C(=NC=NC2=CC1OC)NC1=C(C=CC(=C1)C=1OC=CC1)OC)F